N-(1-(4-amino-7-(2,5-dihydro-1H-pyrrol-3-yl)pyrrolo[2,1-f][1,2,4]triazin-5-yl)piperidin-3-yl)-5-chlorothiophene-2-carboxamide hydrochloride Cl.NC1=NC=NN2C1=C(C=C2C=2CNCC2)N2CC(CCC2)NC(=O)C=2SC(=CC2)Cl